phenyl-4-chlorobenzenesulfonate C1(=CC=CC=C1)OS(=O)(=O)C1=CC=C(C=C1)Cl